1-[(1-methyl-1H-1,2,3,4-tetrazol-5-yl)sulfanyl]-4-nitronaphthalene-2-carboxylic acid CN1N=NN=C1SC1=C(C=C(C2=CC=CC=C12)[N+](=O)[O-])C(=O)O